1-[4-tris(dimethylamino)silylphenyl]-1-phenylethene CN(C)[Si](C1=CC=C(C=C1)C(=C)C1=CC=CC=C1)(N(C)C)N(C)C